OCCCC[C@@H]1CN(CCC1)C(=O)OC(C)(C)C tert-butyl (3S)-3-(4-hydroxybutyl)piperidine-1-carboxylate